3-((R)-fluoro(4-(trifluoromethyl)-1H-pyrazol-3-yl)methyl)oxetan F[C@H](C1COC1)C1=NNC=C1C(F)(F)F